2-[5-(3,3-difluoropyrrolidin-1-yl)-2-fluoro-3-(trifluoromethyl)phenyl]-5-methyl-4-{[1-(propan-2-yl)-1H-pyrazol-4-yl]methyl}-2,4-dihydro-3H-1,2,4-triazol-3-one FC1(CN(CC1)C=1C=C(C(=C(C1)N1N=C(N(C1=O)CC=1C=NN(C1)C(C)C)C)F)C(F)(F)F)F